(4-chloro-3,5-difluoro-1H-indol-2-yl)(2,6-diazaspiro[3.4]octan-2-yl)methanone ClC1=C2C(=C(NC2=CC=C1F)C(=O)N1CC2(C1)CNCC2)F